OC1=CC=C(C=C1)C=1SC(=C(N1)C)C(=O)O.COC1=C(C=CC(=C1OC)OC)C(C)=O 1-(2,3,4-trimethoxyphenyl)ethan-1-one 2-(4-hydroxyphenyl)-4-methylthiazole-5-carboxylate